ClC1=C(C=CC=C1)C1=C(C2=C(N=C(N=C2)NC2=CC(=C(C=C2)N2C[C@H](N(CC2)C)C)C)N(C1=O)[C@@H]1CN(CCC1)CCC)C 6-(2-chlorophenyl)-2-((4-((R)-3,4-dimethylpiperazin-1-yl)-3-methylphenyl)amino)-5-methyl-8-((S)-1-propylpiperidin-3-yl)pyrido[2,3-d]pyrimidin-7(8H)-one